C(C)C(COCC(CCCC)CC)CCCC.[Ti+4] titanium(IV) 2-ethylhexyloxide